C(C)OC(=O)C=1C(C=C2N(C(CC3=CC(=C(C=C23)C(C)=O)O)C(C)C)C1)=O 10-acetyl-9-hydroxy-6-isopropyl-2-oxo-6,7-dihydro-2H-pyrido[2,1-a]isoquinoline-3-carboxylic acid ethyl ester